BrC=1C=CC(=NC1F)N(CC1=CC=C(C=C1)OC)CC1=CC=C(C=C1)OC 5-bromo-6-fluoro-N,N-bis(4-methoxybenzyl)pyridin-2-amine